5-(3-chloro-5-fluorobenzyl)-2-(4-chlorobenzyl)-2,3a,4,5,6,7-hexahydro-3H-pyrazolo[4,3-c]pyridin-3-one ClC=1C=C(CN2CC3C(CC2)=NN(C3=O)CC3=CC=C(C=C3)Cl)C=C(C1)F